(Z)-1-(3-(3-(2,4-Difluorophenyl)-4-oxo-3,4-dihydrophthalazin-1-yl)phenyl)-N-methyl-methanimine oxide FC1=C(C=CC(=C1)F)N1N=C(C2=CC=CC=C2C1=O)C=1C=C(C=CC1)\C=[N+](\C)/[O-]